2-(3-fluoro-5-(trifluoromethoxy)phenyl)acetic acid FC=1C=C(C=C(C1)OC(F)(F)F)CC(=O)O